S1C(=NC=C1)C1=CC=C(C(=O)N2CCN(CC2)C2=NC3=CC=CC=C3C(N2)=O)C=C1 2-[4-[4-(1,3-Thiazol-2-yl)benzoyl]piperazin-1-yl]-3H-quinazolin-4-one